S1C(=NC=C1)C1C2CN(CC(C(N1CC1=NC=CC=C1)C=1SC=CN1)C2=O)C 2,4-bis(thiazol-2-yl)-3-(pyridin-2-ylmethyl)-7-methyl-3,7-diaza-bicyclo[3.3.1]nonan-9-one